indium-tin-bismuth [Bi].[Sn].[In]